O=C1NC(CCC1N1C(C2=CC=C(C=C2C1)C1=CC(=C2C(=N1)N(C=C2)C)CN2CCC(CC2)C#N)=O)=O 1-((6-(2-(2,6-dioxopiperidin-3-yl)-1-oxoisoindolin-5-yl)-1-methyl-1H-pyrrolo[2,3-b]pyridin-4-yl)methyl)piperidine-4-carbonitrile